COC1=CC=C(COCCCCCC\C=C/CCCCCCCCCC(CCN(C)C)CCCCCCCCC)C=C1 (Z)-20-((4-methoxybenzyl)oxy)-N,N-dimethyl-3-nonyleicosa-13-en-1-amine